(R)-2-((((9H-fluoren-9-yl)methoxy)carbonyl)amino)-N-(2-(2-iodoethoxy)-2-oxoethyl)-3-(2-(2-methoxyethoxy)ethoxy)propan-1-amine C1=CC=CC=2C3=CC=CC=C3C(C12)COC(=O)N[C@H](CNCC(=O)OCCI)COCCOCCOC